1-(3-chloro-4-[2-[2-(methylamino)ethoxy]ethyl]phenyl)-3-[[2-(2,6-dioxopiperidin-3-yl)-1-oxo-3H-isoindol-5-yl]methyl]urea ClC=1C=C(C=CC1CCOCCNC)NC(=O)NCC=1C=C2CN(C(C2=CC1)=O)C1C(NC(CC1)=O)=O